CC1(OB(OC1(C)C)[C@@H]1[C@H](C1)CCC#N)C |r| (±)-3-((1S,2S)-2-(4,4,5,5-Tetramethyl-1,3,2-dioxaborolan-2-yl)cyclopropyl)propanenitrile